C1(=CC=CC=C1)C1=NC=NC(=N1)C1=CC=C(C=C1)B1OC(C(O1)(C)C)(C)C 4-phenyl-6-(4-(4,4,5,5-tetramethyl-1,3,2-dioxaborolan-2-yl)phenyl)-1,3,5-triazine